N-(2-(2-((2-methoxy-6-(piperazin-1-yl)pyridin-3-yl)amino)quinazolin-8-yl)pyridin-4-yl)acrylamide COC1=NC(=CC=C1NC1=NC2=C(C=CC=C2C=N1)C1=NC=CC(=C1)NC(C=C)=O)N1CCNCC1